3-[2-(trideuteriomethoxy)-4-pyridyl]bicyclo[4.2.0]octa-1(6),2,4-trien-2-ol [2H]C(OC1=NC=CC(=C1)C1=C(C=2CCC2C=C1)O)([2H])[2H]